C(C)(C)C1CCC2(CC[C@H](O2)OCCO[C@H]2OC3(CC2)CCC(CC3)C(C)C)CC1 |r| 1,2-bis(((2SR,5r,8RS)-8-isopropyl-1-oxaspiro[4.5]decan-2-yl)oxy)ethane